ClC1=C(C(=O)N2C[C@H]3CO[C@](CN3CC2)(O)C=2C(NC(=CC2)C(F)(F)F)=O)C=CC=C1OC 3-[(3R,9aS)-8-(2-chloro-3-methoxy-benzoyl)-3-hydroxy-1,4,6,7,9,9a-hexahydropyrazino[2,1-c][1,4]oxazin-3-yl]-6-(trifluoromethyl)-1H-pyridin-2-one